2-(1-(6-methyl-1-(1-methyl-1H-indazol-5-yl)-2-(1-methyl-1H-pyrrol-3-yl)-7-oxo-6,7-dihydro-3H-spiro[dipyrrolo[2,3-b:3',2'-d]pyridine-8,4'-piperidin]-1'-yl)cyclobutyl)acetonitrile CN1C(C2(CCN(CC2)C2(CCC2)CC#N)C2=C3C(=NC=C21)NC(=C3C=3C=C2C=NN(C2=CC3)C)C3=CN(C=C3)C)=O